5-(2,4-dimethylphenoxy)-2,2-dimethylvaleric acid CC1=C(OCCCC(C(=O)O)(C)C)C=CC(=C1)C